4-deoxy-6-O-methyl-α-D-galactose COC[C@@H]1C[C@@H]([C@H]([C@@H](O)O1)O)O